N-((3R,4S)-4-((8-(((S)-1-cyclopropylethyl)amino)-6-(2,6-difluoro-3,5-dimethoxyphenyl)pyrido[3,4-d]pyrimidin-2-yl)amino)tetrahydrofuran-3-yl)acrylamide C1(CC1)[C@H](C)NC1=NC(=CC2=C1N=C(N=C2)N[C@H]2[C@H](COC2)NC(C=C)=O)C2=C(C(=CC(=C2F)OC)OC)F